ClC=1CN(C(=CC1OCC1=NC=C(C=C1F)Br)C)C1=CC(=NC=C1C)N1CC(=CC=C1)C(C)(C)O 3''-chloro-4''-((3-fluoro-5-bromopyridine-2-yl)methoxy)-3-(2-hydroxypropane-2-yl)-5',6''-dimethyl-2H,2''H-[1,2':4',1''-terpyridine]